ClC=1C=CC2=C(C[C@@H](CC=3N2C(=NN3)[C@@H]3CC[C@H](CC3)OC3=NC=CC=C3)NC(C(CC)C)=O)C1 N-{(5S)-8-Chloro-1-[trans-4-(pyridin-2-yloxy)cyclohexyl]-5,6-dihydro-4H-[1,2,4]triazolo[4,3-a][1]benzazepin-5-yl}-2-methylbutanamid